(2-(2,4-dioxotetrahydropyrimidin-1(2H)-yl)-1-oxoisoindolin-5-yl)methyl 4-methylbenzenesulfonate CC1=CC=C(C=C1)S(=O)(=O)OCC=1C=C2CN(C(C2=CC1)=O)N1C(NC(CC1)=O)=O